N1(N=CC=2C1=NC=CN2)CC21CC(C2)(C1)C(=O)N1N=CCC1C1=CC(=CC(=C1)F)F (3-((1H-pyrazolo[3,4-b]-pyrazin-1-yl)methyl)-bicyclo[1.1.1]pentan-1-yl)(5-(3,5-difluorophenyl)-4,5-dihydro-1H-pyrazol-1-yl)methanone